(2-(benzyloxy)-4,6-dihydroxy-3-methylphenyl)(4-((tetrahydrofuran-3-yl)amino)isoindolin-2-yl)methanone C(C1=CC=CC=C1)OC1=C(C(=CC(=C1C)O)O)C(=O)N1CC2=CC=CC(=C2C1)NC1COCC1